O=C1NC(CCC1N1C(C2=CC=C(C=C2C1=O)N1CC(C1)CCN1C(N(CCC1)C1=CC(=CC=C1)C=1C=NC2=CC=CC=C2C1)=O)=O)=O 2-(2,6-dioxopiperidin-3-yl)-5-(3-(2-(2-oxo-3-(3-(quinolin-3-yl)phenyl)tetrahydropyrimidin-1(2H)-yl)ethyl)azetidin-1-yl)isoindoline-1,3-dione